C(C(=C)C)(=O)O.OCC1OC(OC1)=O 4-(hydroxymethyl)-1,3-dioxolan-2-one methacrylate